4-(4-Ethynylphenyl)-N-(pyridin-2-yl)thiazol-2-amin C(#C)C1=CC=C(C=C1)C=1N=C(SC1)NC1=NC=CC=C1